[2-(methacrylamido)ethyl]trimethylammonium fluoride [F-].C(C(=C)C)(=O)NCC[N+](C)(C)C